(S,6R)-6-((tert-butyldimethylsilyl)oxy)-N-((1,2,3,5,6,7-hexahydro-s-indacen-4-yl)carbamoyl)-N'-trityl-6,7-dihydro-5H-pyrazolo[5,1-b][1,3]oxazine-3-sulfonimidamide [Si](C)(C)(C(C)(C)C)O[C@@H]1CN2C(OC1)=C(C=N2)[S@@](=O)(NC(NC2=C1CCCC1=CC=1CCCC21)=O)=NC(C2=CC=CC=C2)(C2=CC=CC=C2)C2=CC=CC=C2